COC(=O)C1=C(N=C(S1)NC(C)=O)F 2-Acetamido-4-fluorothiazole-5-carboxylic acid methyl ester